Cl.NCCNC1=NC=C(C=N1)C1=CC=C(C(=N1)OC)NC(=O)C=1C(=NOC1C)C1=CC=CC=C1 N-[6-[2-(2-Aminoethylamino)pyrimidin-5-yl]-2-methoxy-3-pyridyl]-5-methyl-3-phenyl-isoxazole-4-carboxamide hydrochloride